(R)-2-amino-4-(2-(dimethylamino)phenyl)-4-oxobutanoic acid N[C@@H](C(=O)O)CC(=O)C1=C(C=CC=C1)N(C)C